6,8-difluoro-8'-trifluoromethanesulfonyl-3,4-dihydro-2H-1,5'-biquinoline FC=1C=C2CCCN(C2=C(C1)F)C=1C=2C=CC=NC2C(=CC1)S(=O)(=O)C(F)(F)F